tert-butyl (S,E)-(6-(4,4,5,5-tetramethyl-1,3,2-dioxaborolan-2-yl)hex-5-en-2-yl)carbamate CC1(OB(OC1(C)C)/C=C/CC[C@H](C)NC(OC(C)(C)C)=O)C